C(C1CC(C(C(C1)CC)N)CC)C1CC(C(C(C1)CC)N)CC 4,4'-methylene-bis(2,6-diethylcyclohexylamine)